N-((5-cyclopropyl-3-fluoropyridin-2-yl)methyl)propan-2-amine C1(CC1)C=1C=C(C(=NC1)CNC(C)C)F